4-(1,2-Dichloroethyl)phenyl acetate C(C)(=O)OC1=CC=C(C=C1)C(CCl)Cl